COC1=CC=C(C=C1)C(=O)N1CCC(CC1)CCCCNC(=O)C1=CC=2C(=CN=CC2)S1 N-(4-{1-[(4-methoxyphenyl)carbonyl]piperidin-4-yl}butyl)thieno[2,3-c]pyridine-2-carboxamide